2-(2,4-dimethylphenyl)-6-ethoxy-2,5-dihydro-4H-pyrazolo[3,4-d]pyrimidin-4-one CC1=C(C=CC(=C1)C)N1N=C2N=C(NC(C2=C1)=O)OCC